6-[1-[(1R)-1-[4-[5-(difluoromethyl)-1,3,4-oxadiazol-2-yl]-2,3-difluorophenyl]ethyl]triazol-4-yl]-1,3-benzothiazol-2-amine FC(C1=NN=C(O1)C1=C(C(=C(C=C1)[C@@H](C)N1N=NC(=C1)C1=CC2=C(N=C(S2)N)C=C1)F)F)F